CC1CC(C1)(C1=NN=CN1C)C=1C=C(C=NC1)N 5-[3-methyl-1-(4-methyl-1,2,4-triazol-3-yl)cyclobutyl]pyridin-3-amine